C1(=CC=CC2=CC=CC=C12)C1=C(C=2C=CC3=CC=CC=C3C2C=C1)C1=C(C=CC=C1)C1=CC=CC=C1 (naphthyl(phenanthrenyl))biphenyl